(R)-N-(4-((2-methylpyrrolidin-1-yl)methyl)pyridin-2-yl)-6-(pyridin-4-yl)benzo[d]thiazol-2-amine C[C@H]1N(CCC1)CC1=CC(=NC=C1)NC=1SC2=C(N1)C=CC(=C2)C2=CC=NC=C2